4-(2-chloro-4-fluoro-phenyl)-2-oxo-chromen ClC1=C(C=CC(=C1)F)C1=CC(OC2=CC=CC=C12)=O